(1R,3R)-2,2-dichloro-N-(3-(2-cyanopropylamino)-2-fluorophenyl)-3-(3,5-dichlorophenyl)cyclopropane-1-carboxamide ClC1([C@H]([C@@H]1C1=CC(=CC(=C1)Cl)Cl)C(=O)NC1=C(C(=CC=C1)NCC(C)C#N)F)Cl